2-fluoro-6-[(2,3,6-trifluorobenzyl)amino]-9-(oxepan-2-yl)-9H-purine FC1=NC(=C2N=CN(C2=N1)C1OCCCCC1)NCC1=C(C(=CC=C1F)F)F